(cis)-benzyl 5-(3-amino-2,2-dimethyl-3-oxopropyl)-3,3-difluoro-4-oxohexahydropyrrolo[3,4-b]pyrrole-1(2H)-carboxylate NC(C(CN1C[C@@H]2N(CC([C@@H]2C1=O)(F)F)C(=O)OCC1=CC=CC=C1)(C)C)=O